tert-butyl N-[3-[(2S)-5-(2,5-difluorophenyl)-3-[methyl (3-oxopropyl) carbamoyl]-2-phenyl-1,3,4-thiadiazol-2-yl]propyl]carbamate FC1=C(C=C(C=C1)F)C1=NN([C@@](S1)(C1=CC=CC=C1)CCCNC(OC(C)(C)C)=O)C(N(CCC=O)C)=O